FC(C(C(C(C(C(C(C(F)(F)F)(F)F)(F)F)(F)F)(F)F)(F)F)(F)F)([Na])F perfluorooctyl-sodium